FC1([C@@H]([C@H](CCC1)O[C@@H]1[C@@H](CN(CC1)C(=O)OC(C)(C)C)F)NC(CC=1C(=C(C=CC1)C1=CC(=CC(=C1)F)F)F)=O)F tert-butyl (3R,4S)-4-(((1S,2R)-3,3-difluoro-2-(2-(2,3',5'-trifluoro-[1,1'-biphenyl]-3-yl) acetamido)cyclohexyl)oxy)-3-fluoropiperidine-1-carboxylate